CN([C@@H]1CN2C(OC1)=C(C=N2)S(=O)(NC(NC2=C1CCCC1=C(C=1CCCC21)F)=O)=N)C (6R)-6-(dimethylamino)-N-((8-fluoro-1,2,3,5,6,7-hexahydro-s-indacen-4-yl)carbamoyl)-6,7-dihydro-5H-pyrazolo[5,1-b][1,3]oxazine-3-sulfonimidamide